tert-Butyl(tert-butoxycarbonyl)(3-(3-(4-(guanidinomethylene)phenyl)isoxazol-5-yl)-5-(4-(isopropylsulfonyl)benzeneyl)pyrazin-2-yl)carbamate C(C)(C)(C)OC(N(C1=NC=C(N=C1C1=CC(=NO1)C1=CCC(C=C1)=CNC(=N)N)C1=CC=C(C=C1)S(=O)(=O)C(C)C)C(=O)OC(C)(C)C)=O